2-amino-3-methyl-6-[1-(3-pyridinyl)ethyl]benzimidazole-4-carbonitrile NC=1N(C2=C(N1)C=C(C=C2C#N)C(C)C=2C=NC=CC2)C